C(#N)CCOC(=O)C1=C(NC2=C(C=NC(=C2[C@@H]1C1=C(C=C(C=C1)C#N)OC)OCC)C)C 2-cyanoethyl-(S)-4-(4-cyano-2-methoxyphenyl)-5-ethoxy-2,8-dimethyl-1,4-dihydro-1,6-naphthyridine-3-carboxylate